OC1=CC(=CC=2C(C3=CC=CC(=C3C(C12)=O)O)=O)C(=O)NC=1C=C(C=CC1)C 4,5-dihydroxy-9,10-dioxo-N-(m-tolyl)-9,10-dihydroanthracene-2-carboxamide